[C@H]1([C@@H](O)[C@@H](O)[C@H](O)[C@H](O1)CO)O[C@@H]1[C@@H]([C@@H](OCCN)O[C@@H]([C@H]1O)CO[C@@H]1[C@@H](O)[C@@H](O)[C@H](O)[C@H](O1)CO)O 2-aminoethyl 3,6-di-O-(α-D-mannopyranosyl)-α-D-mannopyranoside